C(OCOP(=O)(OCC1=CC=CC=C1)OCC1=CC=CC=C1)(=O)Cl {[bis(benzyloxy)phosphoryl]oxy}methyl Carbonochloridate